ClC1=C(C=CC(=C1)F)C1=CC=C2C(C(COC2=C1)(C)C)NC(O[C@@H]1CN2CCC1CC2)=O (S)-quinuclidin-3-yl (7-(2-chloro-4-fluorophenyl)-3,3-dimethylchroman-4-yl)carbamate